(2s,4s)-1-(tert-butoxy)carbonyl-4-cyanopyrrolidine-2-carboxylic acid C(C)(C)(C)OC(=O)N1[C@@H](C[C@@H](C1)C#N)C(=O)O